sodium tert-butyloxide C(C)(C)(C)OC(C)(C)C.[Na]